CC1=CC=CC(=N1)C=1C=C(C=2OCCNC2N1)C=1C=C(C=NC1)C(=O)OC methyl 5-[6-(6-methylpyridin-2-yl)-2H,3H,4H-pyrido[3,2-b][1,4]oxazin-8-yl]pyridine-3-carboxylate